(S)-4-(3-fluoro-2-methylphenyl)-6-((6-fluorotetrahydro-1H-pyrrolo[3,2-c]isoxazol-4(5H)-yl) methyl)-2-(thiazol-2-yl)-1,4-dihydropyrimidine-5-carboxylate FC=1C(=C(C=CC1)[C@@H]1N=C(NC(=C1C(=O)[O-])CN1CC(C2NOCC21)F)C=2SC=CN2)C